ClC1=CC(=C(CN(C(=O)[C@H]2N(CCC2)[S@](=O)(=NC)C2=CC=C(C=C2)C)C2CCC3(CC3(F)F)CC2)C=C1)F (2S)-N-(4-Chloro-2-fluorobenzyl)-N-((3S,6r)-1,1-difluorospiro[2.5]octan-6-yl)-1-((R)-N,4-dimethylphenylsulfonimidoyl)pyrrolidine-2-carboxamide